S(=O)(OCCCCCCCCCCCC)[O-].[Na+] Sodium lauryl sulphite